4-[(1-[4-[7-(5-chloro-6-cyanopyridin-3-yl)-8-imino-6-sulfinyl-5,7-diazaspiro[3.4]oct-5-yl]-2-fluorophenyl]piperidin-4-yl)methyl]piperazine-1-carboxylic acid tert-butyl ester C(C)(C)(C)OC(=O)N1CCN(CC1)CC1CCN(CC1)C1=C(C=C(C=C1)N1C2(CCC2)C(N(C1=S=O)C=1C=NC(=C(C1)Cl)C#N)=N)F